FC=1C=C(C(=O)NCC2CCC(CC2)N2N=C3C=C(C=CC3=C2)C2=NC=CC(=N2)OC)C=C(C1O)F 3,5-difluoro-4-hydroxy-N-({(1r,4r)-4-[6-(4-methoxypyrimidin-2-yl)-2H-indazol-2-yl]cyclohexyl}methyl)benzamide